FC1=CC=C(C=C1)NC(=O)C1(CC1)C(=O)NC1=CC=C(C=C1)OC1=CC=NC2=CC(=C(C=C12)C(=O)NN)OC 1-N'-(4-fluorophenyl)-1-N-[4-[6-(hydrazinocarbonyl)-7-methoxyquinolin-4-yl]oxyphenyl]cyclopropane-1,1-dicarboxamide